1-(1,5-dimethyl-1H-pyrazol-3-yl)ethan-1-ol CN1N=C(C=C1C)C(C)O